C(C=C)OC1C=NC=CC1=O 3-(2-propen-1-yloxy)-pyridin-4-one